2-((2-cyclopropyl-4-fluorophenyl)-amino)-N-(6-methoxy-2-methylpyridin-3-yl)benzamide C1(CC1)C1=C(C=CC(=C1)F)NC1=C(C(=O)NC=2C(=NC(=CC2)OC)C)C=CC=C1